C(CCC)[C@H]1N(S(C2=C(N(C1)C1=CC=CC=C1)C=C(C(=C2)OC[C@@H](C(=O)O)OC)SC)(=O)=O)C (S)-3-(((R)-3-butyl-2-methyl-7-(methylthio)-1,1-dioxido-5-phenyl-2,3,4,5-tetrahydro-1,2,5-benzothiadiazepin-8-yl)oxy)-2-methoxypropanoic acid